sulfinyl-benzenesulfonamide S(=O)=NS(=O)(=O)C1=CC=CC=C1